2-[1-(2,6-diisopropylphenylimino)ethyl]Pyridine ethyl-1-(tert-butyl)-5-fluoro-1H-imidazole-4-carboxylate C(C)OC(=O)C=1N=CN(C1F)C(C)(C)C.C(C)(C)C1=C(C(=CC=C1)C(C)C)N=C(C)C1=NC=CC=C1